FC(C=1C=CC=2N(C1)C(=CN2)C2=CC=CC(=N2)N[C@H]2CNC[C@@H]2C(F)F)F 6-(6-(difluoromethyl)imidazo[1,2-a]pyridin-3-yl)-N-((3R,4S)-4-(difluoromethyl)pyrrolidin-3-yl)pyridin-2-amine